benzoic acid [4-tert-butyl-2-(5-tert-butyl-2-oxo-3H-benzofuran-3-yl) phenyl] ester C(C)(C)(C)C1=CC(=C(C=C1)OC(C1=CC=CC=C1)=O)C1C(OC2=C1C=C(C=C2)C(C)(C)C)=O